C(C)N(C(C(C)C)=O)C1=C(C=CC(=C1)F)OC=1C(=NC=NC1)N1CC2(C1)CN(CC2)CC(C)C N-ethyl-N-(5-fluoro-2-((4-(6-isobutyl-2,6-diazaspiro[3.4]octan-2-yl)pyrimidin-5-yl)oxy)phenyl)isobutyramide